6,8-difluoro-7-(3-(methoxymethoxy)-8-((triisopropylsilyl)ethynyl)naphthalen-1-yl)-2-(methylthio)quinazolin-4-ol FC=1C=C2C(=NC(=NC2=C(C1C1=CC(=CC2=CC=CC(=C12)C#C[Si](C(C)C)(C(C)C)C(C)C)OCOC)F)SC)O